C(C)(C)(C)OC(=O)N1CC(CC1)NC1CC(C1)(F)F 3-((3,3-difluorocyclobutyl)amino)pyrrolidine-1-carboxylic acid tert-butyl ester